t-butylperoxy-isopropylbenzene C(C)(C)(C)OOC1=C(C=CC=C1)C(C)C